2-((S)-4-(7-(8-chloro-3,4-dihydroquinoline-1(2H)-yl)-2-(((S)-1-methylpyrrolidin-2-yl)methoxy)quinazolin-4-yl)-1-(2-fluoroacryloyl)piperazin-2-yl)acetonitrile ClC=1C=CC=C2CCCN(C12)C1=CC=C2C(=NC(=NC2=C1)OC[C@H]1N(CCC1)C)N1C[C@@H](N(CC1)C(C(=C)F)=O)CC#N